BrC1=C(C=C(C=2NC(C3=CC=C(C=C3C12)C)=O)C)OC 1-bromo-2-methoxy-4,9-dimethyl-6(5H)-phenanthridinone